[Mg].[Co] Cobalt-magnesium